C(C1=CC=C(C(=O)OCCCCCCCC)C=C1)(=O)OCCCC butyl (octyl) terephthalate